C1(CCCCC1)P(C=1[C-](C=CC1)[C@H](C)P(C(C)(C)C)C(C)(C)C)C1CCCCC1.[CH-]1C=CC=C1.[Fe+2] [(S)-1-[(S)-2-(dicyclohexylphosphino)ferrocenyl]ethyl]di-tert-butylphosphine